BrC1=C2C(=CN=CC2=CC=C1)C 5-bromo-4-methylisoquinoline